NC1=C(C(=O)NC23CCC(CC2)(CC3)O)C=C(C=N1)C1=CC3=CN(N=C3C=C1)C1CCOCC1 2-amino-N-(4-hydroxy-bicyclo[2.2.2]oct-1-yl)-5-(2-(tetrahydro-2H-pyran-4-yl)-2H-indazol-5-yl)nicotinamide